ClC=1C=2C(N=C3N(C2C=CC1)C1=CC(=CC=C1C3(C)C)C3CCN(CC3)CC3[C@@H]1CN(C[C@H]31)C(=O)OC(C)(C)C)=O tert-butyl (1R,5S)-6-((4-(4-chloro-7,7-dimethyl-5-oxo-5,7-dihydroindolo[1,2-a]quinazolin-10-yl)piperidin-1-yl)methyl)-3-azabicyclo[3.1.0]hexane-3-carboxylate